ClC1=CC=C(C(=N1)C(=O)NS(=O)(=O)C)N[C@H](C)C=1C=C(C=C2C(N(C(=NC12)N(CC=1C=NN(C1)C)C)C)=O)C (R)-6-chloro-3-((1-(3,6-dimethyl-2-(methyl((1-methyl-1H-pyrazol-4-yl)methyl)amino)-4-oxo-3,4-dihydroquinazolin-8-yl)ethyl)amino)-N-(methylsulfonyl)picolinamide